2-(1-((1r,4r)-4-(cyanomethyl)cyclohexyl)-1,6-dihydroimidazo[4,5-d]pyrrolo[2,3-b]pyridin-2-yl)-N-(2-hydroxyethyl)acetamide C(#N)CC1CCC(CC1)N1C(=NC=2C1=C1C(=NC2)NC=C1)CC(=O)NCCO